C(CCCCCCC=CC[C@](CCCCCCCCCCC)(C(=O)OCC1=CC=CC=C1)C(=O)ON1C(CCC1=O)=O)C(=O)OCC1=CC=CC=C1 1,11-dibenzyl 11-(2,5-dioxopyrrolidin-1-yl) (R)-docos-8-ene-1,11,11-tricarboxylate